[C-]#N.C(CCCCCCCCCC)[N+]1=CC=CC=C1 N-Undecylpyridinium cyanid